(2R,4R)-6-chloro-4-hydroxy-N-[(3R,6S)-6-({[4-(trifluoromethyl)phenyl]methyl}carbamoyl)oxan-3-yl]-3,4-dihydro-2H-1-benzopyran-2-carboxamide ClC=1C=CC2=C([C@@H](C[C@@H](O2)C(=O)N[C@H]2CO[C@@H](CC2)C(NCC2=CC=C(C=C2)C(F)(F)F)=O)O)C1